C(C)(C)(C)OC(=O)N1[C@@H](CC(C1)=O)C(=O)OCC1=CC=CC=C1 benzyl (S)-1-(tert-butoxycarbonyl)-4-oxopyrrolidine-2-carboxylate